C(C)(C)(C)OC(=O)N1CC(C1)[C@@H]1CNCCC1 3-[(3R)-3-piperidinyl]Azetidine-1-carboxylic acid tert-butyl ester